3-fluoro-4-[2-[3-[2-[(4-methyltriazol-1-yl)methyl]-4-(trifluoromethyl)phenyl]propanoyl]-1,3,4,6-tetrahydropyrrolo[3,4-c]pyrrole-5-carbonyl]benzenesulfonamide FC=1C=C(C=CC1C(=O)N1CC2=C(C1)CN(C2)C(CCC2=C(C=C(C=C2)C(F)(F)F)CN2N=NC(=C2)C)=O)S(=O)(=O)N